2-(3-vinyl-2-thienyl)acetic acid C(=C)C1=C(SC=C1)CC(=O)O